[2H]C(C(O)([2H])[2H])([2H])N(C1=CC2=C(N(C(=N2)CC[C@@H](C(=O)N[C@H](C(=O)OCC)CC(C)C)NC(=O)OC(C)(C)C)C)C=C1)C(C([2H])([2H])O)([2H])[2H] Ethyl (2S)-2-[[(2S)-4-[5-[bis(1,1,2,2-tetradeutero-2-hydroxy-ethyl)amino]-1-methyl-benzimidazol-2-yl]-2-(tertbutoxycarbonylamino)butanoyl]amino]-4-methyl-pentanoate